methyl 6-(benzyloxy)-4-chloro-1H-indole-2-carboxylate C(C1=CC=CC=C1)OC1=CC(=C2C=C(NC2=C1)C(=O)OC)Cl